(2R,4S)-4-([1,1'-Biphenyl]-3-ylmethyl)-N-((S)-1-(((6-amino-2-methylpyridin-3-yl)methyl)amino)-1-oxopropan-2-yl)pyrrolidine-2-carboxamide C1(=CC(=CC=C1)C[C@H]1C[C@@H](NC1)C(=O)N[C@H](C(=O)NCC=1C(=NC(=CC1)N)C)C)C1=CC=CC=C1